Cl.N[C@H](C(=O)NCC1=CC=C(C=C1)C1=CC=C(C=C1)OC(F)(F)F)CCCC (S)-2-amino-N-((4'-(trifluoromethoxy)-[1,1'-biphenyl]-4-yl)methyl)hexanamide hydrochloride